2-cyclopropyl-7-(4-(difluoromethoxy)phenyl)-5-(1-methyl-2-oxo-1,2-dihydropyridin-4-yl)-2,7-dihydro-6H-pyrazolo[3,4-b]pyridin-6-one C1(CC1)N1N=C2N(C(C(=CC2=C1)C1=CC(N(C=C1)C)=O)=O)C1=CC=C(C=C1)OC(F)F